5,6-diamino-2-methylpyrimidin-4(3H)-one NC=1C(NC(=NC1N)C)=O